(2-Amino-5-(methoxymethyl)phenyl)dimethyl-phosphine oxide NC1=C(C=C(C=C1)COC)P(C)(C)=O